ClC=1C=C2CN(CC2=CC1)C1=NC=2N(C(=C1)C=1C=NNC1)N=C(C2C(C)C)C(=O)NC2=CC=C(C=C2)OCCOC 5-(5-chloroisoindolin-2-yl)-3-isopropyl-N-(4-(2-methoxyethoxy)phenyl)-7-(1H-pyrazol-4-yl)pyrazolo[1,5-a]pyrimidine-2-carboxamide